2,5-Dioxopentanoat O=C(C(=O)[O-])CCC=O